COC=1C=CC=2C3=C(C=NC2N1)N=CN3CC3=CC(=C(C=C3)S(=O)(=O)N)OC(F)(F)F 4-((7-methoxy-1H-imidazo[4,5-c][1,8]naphthyridin-1-yl)methyl)-2-(trifluoromethoxy)benzenesulfonamide